C1CCS(=O)(=O)OS1(=O)=O 1,3-propanedisulfonic acid anhydride